C(C(O)C)(=O)SC[C@H](NC(CC[C@H](N)C(=O)O)=O)C(=O)NCC(=O)O S-lactyl-glutathione